((S)-1-cyano-2-[(3S)-2-oxopyrrolidin-3-yl]ethyl)-1-(4-methoxy-1H-indole-2-carbonyl)-4-methylsulfanyl-pyrrolidine-2-carboxamide C(#N)[C@@H](C[C@@H]1C(NCC1)=O)C1(N(CC(C1)SC)C(=O)C=1NC2=CC=CC(=C2C1)OC)C(=O)N